C1(CC1)NC(=O)C1=NN(C(=CC1=O)C)C1=CC=CC=C1 N-cyclopropyl-6-methyl-4-oxo-1-phenyl-1,4-dihydropyridazine-3-carboxamide